4-(4-Acryloylpiperazin-1-yl)-1-(2-isopropylphenyl)-6-methyl-7-(5-methyl-1H-indazol-4-yl)-5,6,7,8-tetrahydropyrido[3,4-d]pyrimidin-2(1H)-one C(C=C)(=O)N1CCN(CC1)C=1C2=C(N(C(N1)=O)C1=C(C=CC=C1)C(C)C)CN(C(C2)C)C2=C1C=NNC1=CC=C2C